ClC=1C=C2C(=NC=NC2=CC1C1=C(C(=CC(=N1)N)C)C(F)(F)F)N1CCNCC1 6-[6-chloro-4-(piperazin-1-yl)quinazolin-7-yl]-4-methyl-5-(trifluoromethyl)pyridin-2-amine